OC1=C(C=NC=C1O)S(=O)(=O)O 4,5-dihydroxypyridine-3-sulfonic acid